N(C1=CC=C(C=C1)C)C1=CC=C(C=C1)N1C(C=CC1=O)=O N-(4-p-toluidinylphenyl)maleimide